C1(=CC(=CC=C1)C=1C=NN(C1)C=1N=CC2=C(N1)C=C(O2)C(=O)N)C 2-(4-(m-tolyl)-1H-pyrazol-1-yl)furo[3,2-d]pyrimidine-6-carboxamide